ClC=1C(=CC(=C(C(=O)Cl)C1)C1CCOC2=CC(=CC=C12)F)C 5-chloro-2-(7-fluoro-chroman-4-yl)-4-methylbenzoyl chloride